2,6-diethoxynaphthalene tert-butyl-2-(4-(1-(2,6-dioxopiperidin-3-yl)-3-methyl-2-oxo-2,3-dihydro-1H-benzo[d]imidazol-5-yl)-3-oxopiperazin-1-yl)acetate C(C)(C)(C)OC(CN1CC(N(CC1)C1=CC2=C(N(C(N2C)=O)C2C(NC(CC2)=O)=O)C=C1)=O)=O.C(C)OC1=CC2=CC=C(C=C2C=C1)OCC